NC1=CC=C2C(=NC=3N(C2=C1)C=NN3)N(C=3C=C(C=CC3)C3=CC=C(C=C3)NC(C)=O)C N-(3'-((8-amino-[1,2,4]triazolo[4,3-a]quinazolin-5-yl)(methyl)amino)-[1,1'-biphenyl]-4-yl)acetamide